methyl 2-(11-cyclopropyl-7-methylsulfonyl-1,9-diazatricyclo[6.3.1.04,12]dodeca-2,4,6,8(12)-tetraen-2-yl)-7-fluoro-1-methyl-benzimidazole-5-carboxylate C1(CC1)C1CNC=2C(=CC=C3C=C(N1C32)C3=NC2=C(N3C)C(=CC(=C2)C(=O)OC)F)S(=O)(=O)C